butylphosphino-3,6-dimethoxy-2',4',6'-triisopropyl-1,1'-biphenyl C(CCC)PC1=C(C(=CC=C1OC)OC)C1=C(C=C(C=C1C(C)C)C(C)C)C(C)C